N(=[N+]=[N-])CC=1N=C2N(C=CC=C2)C1C(F)(F)F (azidomethyl)-3-(trifluoromethyl)imidazo[1,2-a]pyridine